2-Chloro-5-fluoro-6-methoxynicotinic acid methyl ester COC(C1=C(N=C(C(=C1)F)OC)Cl)=O